6-((1-(tert-butyl)-3-((1S,3R)-3-hydroxycyclopentyl)-1H-pyrazol-5-yl)amino)-2-(4-methoxybenzyl)-3,4-dihydro-2H-benzo[e][1,2]thiazine 1,1-dioxide C(C)(C)(C)N1N=C(C=C1NC=1C=CC2=C(CCN(S2(=O)=O)CC2=CC=C(C=C2)OC)C1)[C@@H]1C[C@@H](CC1)O